C(#N)C(C(=O)NC1=NC=C(C=C1)C1=CC(=CC(=C1)F)F)(C)C 2-Cyano-N-[5-(3,5-difluorophenyl)-2-pyridinyl]-2-methyl-propanamide